6-(2H-tetrazol-5-yl)benzoate N=1NN=NC1C1=CC=CC=C1C(=O)[O-]